CC(C)[C@@H]([C@@H](C(=O)O)O)C(=O)O beta-isopropylmalate